Cl.Cl.O=C1NC(CCC1C1=CC=C(C=C1)N1CCN(CC1)CC=O)=O 2-(4-(4-(2,6-dioxopiperidin-3-yl)phenyl)piperazin-1-yl)acetaldehyde dihydrochloride